NC1=CC=C2C(=N1)CC[C@H]2NC([C@H](C)NC(=O)[C@H]2NCCC(=C2)C2=CC(=C(C=C2)F)C)=O (S)-N-((S)-1-(((R)-2-amino-6,7-dihydro-5H-cyclopenta[b]pyridin-5-yl)amino)-1-oxopropan-2-yl)-4-(4-fluoro-3-methylphenyl)-1,2,5,6-tetrahydropyridine-2-carboxamide